1-(4-(5-chloropyrimidin-2-yl)piperazin-1-yl)-3-(1-hydroxypropan-2-yloxy)propan-1-one ClC=1C=NC(=NC1)N1CCN(CC1)C(CCOC(CO)C)=O